C(C)(C)(C)C1=C(N=CN1)\C=C/1\C(N/C(/C(N1)=O)=C/C1=CC=CC=C1)=O (3Z,6E)-3-[(5-tert-butyl-1H-imidazol-4-yl)methylene]-6-(benzylidene)-2,5-piperazinedione